N2-(4-Benzylthio-2-methyl-phenyl)-5-bromo-N4-cyclopentyl-pyrimidine-2,4-diamine C(C1=CC=CC=C1)SC1=CC(=C(C=C1)NC1=NC=C(C(=N1)NC1CCCC1)Br)C